trimethylolpropane ethoxyacrylate triacrylate C(C=C)(=O)O.C(C=C)(=O)O.C(C=C)(=O)O.C(C)OC(C(=O)O)=C.C(O)C(CC)(CO)CO